NC1=C2C(=NC=N1)N(N=C2C2=CC=C(C=C2)OC2=CC=CC=C2)C2CN(CCC2)C(C=CC=2OC=CC2)=O 1-(3-(4-amino-3-(4-phenoxyphenyl)-1H-pyrazolo[3,4-d]pyrimidin-1-yl)piperidin-1-yl)-3-(furan-2-yl)prop-2-en-1-one